CCCCC trimethylenemethane